O1C=CC(C2=CC=CC=C12)=S(=O)=O thiochromone S,S-dioxide